methyl (Z)-2-(2'-cyano-4'-methoxy-3'-propoxy-[1,1'-biphenyl]-3-yl)-3-(4,4,5,5-tetramethyl-1,3,2-dioxaborolan-2-yl)acrylate C(#N)C1=C(C=CC(=C1OCCC)OC)C1=CC(=CC=C1)/C(/C(=O)OC)=C/B1OC(C(O1)(C)C)(C)C